NC=1C(=C2C(=CN(C2=CC1C(=O)N)CC(F)(F)F)C#N)C1=C(C(=CC=C1)O)C 5-amino-3-cyano-4-(3-hydroxy-2-methylphenyl)-1-(2,2,2-trifluoroethyl)indole-6-carboxamide